dysprosium trifluoromethanesulfonate salt FC(S(=O)(=O)[O-])(F)F.[Dy+3].FC(S(=O)(=O)[O-])(F)F.FC(S(=O)(=O)[O-])(F)F